FC(C1=CC(=CN=N1)OC[C@@H]1CC[C@@]2(CCCN12)COC(C1=CC=CC=C1)(C1=CC=CC=C1)C1=CC=CC=C1)(F)F (3S,7aS)-3-(((6-(trifluoromethyl)pyridazin-4-yl)oxy)methyl)-7a-((trityloxy)methyl)hexahydro-1H-pyrrolizine